OC(CC(=O)N)CO 3,4-dihydroxybutanamide